ClC1=C(C=CC=C1)C1=NCC(NC=2SC=3CC(CC3C12)C(=O)OC)=S methyl 13-(2-chlorophenyl)-10-sulfanylidene-7-thia-9,12-diazatricyclo[6.5.0.02,6]trideca-1(8),2(6),12-triene-4-carboxylate